(7aS,10R)-N,N-diethyl-8-isopropyl-7a,8,9,10-tetrahydro-7H-indolo[7,1-fg][1,7]naphthyridine-10-carboxamide C(C)N(C(=O)[C@H]1CN([C@@H]2CN3C4=C(C2=C1)C=CC=C4C=C3)C(C)C)CC